ClC1=CC2=C(N=CN(C2=O)CC2(CCN(CC2)C(=O)OC(C)(C)C)O)N1C=1C=CC2=C(CCO2)C1 tert-Butyl 4-((6-chloro-7-(2,3-dihydrobenzofuran-5-yl)-4-oxo-4,7-dihydro-3H-pyrrolo[2,3-d]pyrimidin-3-yl)methyl)-4-hydroxypiperidine-1-carboxylate